COC(C1=C(C=C(C=C1)[N+](=O)[O-])N1CC(CC1)C)=O 2-(3-methylpyrrolidin-1-yl)-4-nitrobenzoic acid methyl ester